phenyl-sulfolane C1(=CC=CC=C1)C1S(=O)(=O)CCC1